N-isopropyl-1-[[5-[5-(trifluoromethyl)-1,2,4-oxadiazol-3-yl]-2-thienyl]methyl]imidazole-4-carboxamide C(C)(C)NC(=O)C=1N=CN(C1)CC=1SC(=CC1)C1=NOC(=N1)C(F)(F)F